2,2,4-Trimethyl-1,3-pentandiol monoisobutyrat C(C(C)C)(=O)O.CC(CO)(C(C(C)C)O)C